FC1=CC=C2C(=CC(=NC2=C1)OC)C1(CC1)C=1C(=C(C(=O)N)C=C(C1)OCC1N(CC1)C)C (1-(7-Fluoro-2-methoxyquinolin-4-yl)cyclopropyl)-2-methyl-5-((1-methyl-azetidin-2-yl)methoxy)benzamide